(3-(2-(6-(difluoromethyl)imidazo[1,2-a]pyrazin-3-yl)pyrimidin-4-yl)-3-azabicyclo[3.1.0]hexane-1-yl)methanol FC(C=1N=CC=2N(C1)C(=CN2)C2=NC=CC(=N2)N2CC1(CC1C2)CO)F